9-bromo-6,7-dichloro-2,3,4,5-tetrahydro-1H-pyrido[4,3-b]indole BrC=1C=2C3=C(NC2C(=C(C1)Cl)Cl)CCNC3